2-([1,2,4]triazolo[1,5-a]pyridin-6-yl)-5-(2-chloro-5-fluorophenyl)-4-((2,4-dimethoxybenzyl)amino)-6-(4-methoxybenzyl)-5,6-dihydro-7H-pyrrolo[3,4-b]pyridin-7-one N=1C=NN2C1C=CC(=C2)C2=CC(=C1C(=N2)C(N(C1C1=C(C=CC(=C1)F)Cl)CC1=CC=C(C=C1)OC)=O)NCC1=C(C=C(C=C1)OC)OC